O=C1O[C@]2(C(N1CC(N1[C@@H](CCC1)C1=CC=CC=C1)=O)=O)CCC1=CC(=CC=C12)NC(=O)NC 1-((R)-2',4'-dioxo-3'-(2-oxo-2-((S)-2-phenylpyrrolidin-1-yl)ethyl)-2,3-dihydrospiro[indene-1,5'-oxazolidine]-5-yl)-3-methylurea